COC1=NC(=NC(=C1COC)OC)N 4,6-dimethoxy-5-(methoxymethyl)pyrimidin-2-amine